2-bromo-4-(trifluoromethyl)benzene-1-carbonitrile BrC1=C(C=CC(=C1)C(F)(F)F)C#N